6'-(2-fluorophenyl)-2'-hydroxy-1-methyl-5',6'-dihydro-7'H-spiro[azetidine-3,8'-pyrido[4,3-d]pyrimidin]-7'-one FC1=C(C=CC=C1)N1CC2=C(N=C(N=C2)O)C2(C1=O)CN(C2)C